17β-hydroxy-5α-androst-1-en-3-one O[C@@H]1[C@]2(C)[C@@H](CC1)[C@@H]1CC[C@H]3CC(C=C[C@]3(C)[C@H]1CC2)=O